6-(1-Ethyl)propoxy-4-isopropoxyindole-2-carboxylic acid methyl ester COC(=O)C=1NC2=CC(=CC(=C2C1)OC(C)C)OCCCCC